eicosa-6,9-diene CCCCCC=CCC=CCCCCCCCCCC